pyridazin-4(2H)-one N1NCC(C=C1)=O